4-FLUOROBENZO[D]OXAZOLE-2-CARBALDEHYDE FC1=CC=CC2=C1N=C(O2)C=O